BrC=1C(=C(OCCC(C(C)(C2=CC=C(C=C2)F)O[Si](CC)(CC)CC)(F)F)C=CC1F)F ((5-(3-bromo-2,4-difluorophenoxy)-3,3-difluoro-2-(4-fluorophenyl)pentan-2-yl)oxy)-triethylsilane